3-(2-(tert-butylamino)-2-oxoacetyl)-N-(3-cyano-4-fluorophenyl)-5,6,7,8-tetrahydroindolizine-1-carboxamide C(C)(C)(C)NC(C(=O)C1=CC(=C2CCCCN12)C(=O)NC1=CC(=C(C=C1)F)C#N)=O